(R)-8-(1-aminoethyl)-2-(2,4-dimethylthiazol-5-yl)-3,6-dimethylquinazolin-4(3H)-one N[C@H](C)C=1C=C(C=C2C(N(C(=NC12)C1=C(N=C(S1)C)C)C)=O)C